2-(2-((tert-butoxycarbonyl)amino)-5-methylthiazol-4-yl)acetic acid C(C)(C)(C)OC(=O)NC=1SC(=C(N1)CC(=O)O)C